COC1=CC=C(C=C1)CS (4-Methoxyphenyl)methanethiol